(3R)-methoxyglutarate COC(C(=O)[O-])CCC(=O)[O-]